COC1=CC=C(C=C1)C1=NNC(=C1)C1(C#N)C(C=CC=C1)F 1-(4-methoxyphenyl-pyrazol-5-yl)-2-fluorobenzonitrile